C1(=CC=CC=C1)SC1=CC=C(C=O)C=C1 4-(phenylthio)benzaldehyde